2-((4-bromo-6-methyl-2-oxopyridin-1(2H)-yl)methyl)-1-(2-methoxyethyl)-1H-benzo[d]Imidazole-6-carboxylic acid methyl ester COC(=O)C=1C=CC2=C(N(C(=N2)CN2C(C=C(C=C2C)Br)=O)CCOC)C1